2-(Methyl-d3)-2H-indazol-5-amine C(N1N=C2C=CC(=CC2=C1)N)([2H])([2H])[2H]